(1s,4s)-4-(5-chloro-4-nitro-1H-pyrazol-1-yl)-1-(isopropylimino)hexahydro-1λ6-thiopyran 1-oxide ClC1=C(C=NN1C1CCS(CC1)(=NC(C)C)=O)[N+](=O)[O-]